methyl-tert-butyl-isopropyl-methacrylate CCC(C(=O)[O-])=C(C(C)C)C(C)(C)C